5-bromo-2-((4-fluoro-2-methylphenyl)-amino)-N-(6-methoxy-2-methylpyridin-3-yl)-4-(trifluoromethoxy)-benzamide BrC=1C(=CC(=C(C(=O)NC=2C(=NC(=CC2)OC)C)C1)NC1=C(C=C(C=C1)F)C)OC(F)(F)F